6,7-Diiodo-2,3-dihydrobenzo[b][1,4]dioxine IC1=CC2=C(OCCO2)C=C1I